ClC1=C2NC(C=3N(C2=C(C(=C1F)C1=C2C=CN(C2=CC=C1)S(=O)(=O)C)C)C(=NN3)C)(C)C 6-chloro-7-fluoro-1,4,4,9-tetramethyl-8-(1-methylsulfonyl-1H-indol-4-yl)-5H-[1,2,4]triazolo[4,3-a]quinoxaline